8-(((S)-1-((2S,4R)-2-(((S)-1-(4H-chromeno[3,4-d]thiazol-7-yl)ethyl)formamido)-4-hydroxypyrrolidin-1-yl)-3,3-dimethyl-1-oxobutan-2-yl)amino)-8-oxooctanoic acid S1C=NC2=C1C=1C=CC(=CC1OC2)[C@H](C)C(=O)N[C@H]2N(C[C@@H](C2)O)C([C@H](C(C)(C)C)NC(CCCCCCC(=O)O)=O)=O